NC1=CC(=C(C(=N1)C1=C(C=C2C(=NC(=NC2=C1)C(F)(F)F)N1CCN(CC1)C(C=C)=O)Cl)C(F)(F)F)C 1-(4-[7-[6-amino-4-methyl-3-(trifluoromethyl)pyridin-2-yl]-6-chloro-2-(trifluoromethyl)quinazolin-4-yl]piperazin-1-yl)prop-2-en-1-one